1-(2-chloro-5-fluorophenyl)propan-1-one ClC1=C(C=C(C=C1)F)C(CC)=O